methyl 2-(6-bromo-1-(tert-butoxycarbonyl)-1H-indol-2-yl)-6-fluoro-1-methyl-1H-benzo[d]imidazole-5-carboxylate BrC1=CC=C2C=C(N(C2=C1)C(=O)OC(C)(C)C)C1=NC2=C(N1C)C=C(C(=C2)C(=O)OC)F